3-((6-(bromomethyl)-3-fluoropyridazin-4-yl)amino)piperidine-2,6-dione BrCC1=CC(=C(N=N1)F)NC1C(NC(CC1)=O)=O